3-(5-(2-((4,5-Dihydroimidazol-2-yl)amino)ethoxy)-1H-indazol-1-yl)-3-(6-methoxypyridin-3-yl)propanoic acid N1C(=NCC1)NCCOC=1C=C2C=NN(C2=CC1)C(CC(=O)O)C=1C=NC(=CC1)OC